(((tert-butoxycarbonyl)(ethyl)amino)methyl)-5-(2,6-dimethoxyphenyl)-2,4-dihydroxypyridine-3-carboxylic acid ethyl ester C(C)OC(=O)C=1C(=NC(=C(C1O)C1=C(C=CC=C1OC)OC)CN(CC)C(=O)OC(C)(C)C)O